BrC=1C=C(C=CC1)C(CC1=NNC(N1C)=S)(C)C 3-(2-(3-bromophenyl)-2-methylpropyl)-4-methyl-1H-1,2,4-triazole-5(4H)-thione